C(OCC1=CC(=CC(=C1)F)F)(OC1=CC=C(C=C1)[N+](=O)[O-])=O 3,5-difluorobenzyl (4-nitrophenyl) carbonate